tert-Butyl (S)-4-(2-((3-(4-hydroxyphenyl)-1-methoxy-1-oxopropan-2-yl)amino)-2-oxoethyl)piperidine-1-carboxylate OC1=CC=C(C=C1)C[C@@H](C(=O)OC)NC(CC1CCN(CC1)C(=O)OC(C)(C)C)=O